C(C)(C)(CC)C1=C(C(=CC(=C1)C)C(C)(C)CC)O 2,6-di-t-pentyl-4-methylphenol